2-amino-4-methyl-N-phenyl-5-thiazolecarboxamide NC=1SC(=C(N1)C)C(=O)NC1=CC=CC=C1